O1CCN(CC1)C=1C=C2C=NC(=NC2=CC1)C(F)(F)F 6-morpholino-2-(trifluoromethyl)quinazolin